Cl[Al](CCCC)Cl dichloro-n-butyl-aluminum